(1S,5S)-3,6-diazabicyclo[3.2.2]nonane [C@H]12CNC[C@@H](NC1)CC2